6-[(4aS,7aS)-1-methyl-hexahydro-2H-pyrrolo[3,4-b]pyridin-6-yl]-4-chloro-2-(7-fluoro-2-methylindazol-5-yl)-1,8-naphthyridine CN1[C@H]2[C@@H](CCC1)CN(C2)C=2C=C1C(=CC(=NC1=NC2)C2=CC1=CN(N=C1C(=C2)F)C)Cl